2,2'-azinobis-(3-ethylbenzothiazoline-6-sulfonic acid) diammonium salt [NH4+].[NH4+].N(N=C1SC2=C(N1CC)C=CC(=C2)S(=O)(=O)[O-])=C2SC1=C(N2CC)C=CC(=C1)S(=O)(=O)[O-]